2-((4-((S)-2-(5-Chloropyridin-2-yl)-2-methylbenzo[d][1,3]dioxol-4-yl)piperidin-1-yl)methyl)-1-(((S)-oxetan-2-yl)methyl)-4-(oxetan-3-yloxy)-1H-benzo[d]imidazole ClC=1C=CC(=NC1)[C@@]1(OC2=C(O1)C=CC=C2C2CCN(CC2)CC2=NC1=C(N2C[C@H]2OCC2)C=CC=C1OC1COC1)C